N1C(CC=CC=C1)=O Azepin-2(3H)-one